C([C@@]1(C)CCCC(C)=C1\C=C\C(\C)=C\C=C\C(\C)=C\C=C\C=C(/C)\C=C\C=C(/C)\C=C\C1=C(C)CCCC1(C)C)CCCCC\C=C/C\C=C/CCCCCCCC(=O)O β-carotene-linoleic acid